1-tridecanoyl-2-(5Z,8Z,11Z,14Z-eicosatetraenoyl)-glycero-3-phosphocholine CCCCCCCCCCCCC(=O)OC[C@H](COP(=O)([O-])OCC[N+](C)(C)C)OC(=O)CCC/C=C\C/C=C\C/C=C\C/C=C\CCCCC